5-(3-(6-(4-isopropyl-4H-1,2,4-triazol-3-yl)pyridin-2-yl)-2-oxoimidazolidin-1-yl)-N-(3-methoxypropyl)pyridine-2-carboxamide C(C)(C)N1C(=NN=C1)C1=CC=CC(=N1)N1C(N(CC1)C=1C=CC(=NC1)C(=O)NCCCOC)=O